(S)-2-((3-hydroxypyridin-4-yl)amino)-5,5-dimethyl-4,5-dihydrothiazole-4-carboxylic acid OC=1C=NC=CC1NC=1SC([C@@H](N1)C(=O)O)(C)C